{4-[2-({4-[(4-methylpiperazin-1-yl)methyl]phenyl}amino)-2-oxoethyl]phenyl}carbamic acid tert-butyl ester C(C)(C)(C)OC(NC1=CC=C(C=C1)CC(=O)NC1=CC=C(C=C1)CN1CCN(CC1)C)=O